N1(CCCCCC1)C=1N=C(C2=C(C=NNC2=O)N1)NC1=CC=C(C=C1)C(=O)N1CCOCC1 2-(azepan-1-yl)-4-((4-(morpholine-4-carbonyl)phenyl)amino)pyrimido[4,5-d]pyridazin-5(6H)-one